NC=1C2=C(N=CN1)N(C(=C2C2=CC(=C(C=C2)OC2=NC=C(C=C2)Cl)F)C2=CC=C(C=C2)NC(C(=C)C2CC2)=O)C N-(4-(4-amino-5-(4-((5-chloropyridin-2-yl)oxy)-3-fluorophenyl)-7-methyl-7H-pyrrolo[2,3-d]pyrimidin-6-yl)phenyl)-2-cyclopropylacrylamide